COC1CCN(CC1)C(=O)[O-] 4-methoxypiperidine-1-carboxylate